1-ethoxy-3-(4-nitrophenoxy)propan-2-ol C(C)OCC(COC1=CC=C(C=C1)[N+](=O)[O-])O